n-Butandiol C(CCC)(O)O